C1=CC=CC2=CC(=CC=C12)C1=CC(=CC=C1C(=O)N)C(=O)N 6-naphthaleneterephthalamide